CC(CO[Si](C)(C)OCC(C#C)(C)C)(C#C)C bis(2,2-dimethyl-3-butynoxy)dimethylsilane